8-Allyl-7-fluoro-1-methyl-3,4-dihydroquinolin-2(1H)-one C(C=C)C=1C(=CC=C2CCC(N(C12)C)=O)F